N-methylbenzeneFormamide CNC(=O)C1=CC=CC=C1